N=1N=CC2=NC(CCC21)=O 7H-pyrazolo[4,3-b]pyridin-5-one